2,4,6-trimethylbenzoyl-phenylethoxy-phosphine oxide CC1=C(C(=O)P(OCCC2=CC=CC=C2)=O)C(=CC(=C1)C)C